6-(2,6-dichlorophenyl)-8-ethyl-2-{[4-(4-methylpiperazin-1-yl)phenyl]amino}pyrido[2,3-d]pyrimidin-5(8H)-one ClC1=C(C(=CC=C1)Cl)C=1C(C2=C(N=C(N=C2)NC2=CC=C(C=C2)N2CCN(CC2)C)N(C1)CC)=O